6-tert-butoxycarbonyl-5,7-dihydropyrrolo[3,4-d]pyrimidine-5-carboxylic acid C(C)(C)(C)OC(=O)N1CC=2N=CN=CC2C1C(=O)O